FC(C1=CC=C(C=C1)C(CNC1=CC=CC=C1)O)(F)F 1-(p-trifluoromethyl-phenyl)-2-(phenylamino)ethan-1-ol